fluoroethen FC=C